(S)-5,6-dimethyl-9-((1-methylpyrrolidin-2-yl)methoxy)-6H-pyrido[4,3-b]carbazole CC1=C2C(=CC=3C=4C=C(C=CC4N(C13)C)OC[C@H]1N(CCC1)C)C=NC=C2